O[C@H]1C[C@H]2C[C@H]([C@H]3[C@@H]4CC[C@H]([C@@H](CCC(=O)NCCC(CCCC(=O)O)N)C)[C@]4([C@H](C[C@@H]3[C@]2(CC1)C)O)C)O 6-[(3α,7α,12α-trihydroxy-24-oxo-5β-cholan-24-yl)amino]-(4-amino)hexanecarboxylic acid